C(C(=O)[O-])(C(=O)[O-])C.[Na+].[Na+] sodium t-butanediate